FC1(C2CC(CC12)N1N=C(C2=C1CC([C@H]2O)(F)F)C(F)(F)F)F (4S)-1-{6,6-difluorobicyclo[3.1.0]hexan-3-yl}-5,5-difluoro-3-(trifluoromethyl)-1H,4H,5H,6H-cyclopenta[c]pyrazol-4-ol